CN(C=1C=C(C=CC1)C=1C(N(C(C1)=O)CC1CCOCC1)=O)C 3-(3-(dimethylamino)phenyl)-1-((tetrahydro-2H-pyran-4-yl)methyl)-1H-pyrrole-2,5-dione